(R)-4-(4-((1-(3-(difluoromethyl)-2-fluorophenyl)ethyl)amino)-2-methyl-8,9-dihydrofuro[2,3-H]quinazolin-6-yl)-5,6-dihydropyridin-2(1H)-one FC(C=1C(=C(C=CC1)[C@@H](C)NC1=NC(=NC2=C3C(=C(C=C12)C1=CC(NCC1)=O)OCC3)C)F)F